Cl.C(C)(C)(C)N1N=NC(=C1)C(=O)NC(C)C1CCNCC1 1-(tert-butyl)-N-(1-(piperidin-4-yl)ethyl)-1H-1,2,3-triazole-4-carboxamide hydrochloride